C(C)N(C=1C(=CC=CC1)C)CCCCCC N-ethyl-N-hexyltoluidine